FC(C(F)(F)F)(F)S(=O)(=O)C1=CC=CC=C1 [(1,1,2,2,2-pentafluoroethyl)sulfonyl]benzene